BrC=1C=C(C(=C(OCC2(CCCC2)NC(OC(C)(C)C)=O)C1)C#N)SC tert-Butyl (1-((5-bromo-2-cyano-3-(methylthio)phenoxy)methyl)cyclopentyl)-carbamate